C1C2CC3(CC(CC13)C2)NCCCCCCC#CC2=C1CN(C(C1=CC=C2)=O)C2C(NC(CC2)=O)=O 3-(4-(8-((hexahydro-2,5-methanopentalen-3a(1H)-yl)amino)oct-1-yn-1-yl)-1-oxoisoindolin-2-yl)piperidine-2,6-dione